(5-methoxypyridin-2-yl)carboxamide COC=1C=CC(=NC1)C(=O)N